7-(3-(2-fluoropyridin-3-yl)-7,8-dihydro-1,6-naphthyridin-6(5H)-yl)-8-methyl-4H-pyrimido[1,2-b]pyridazin-4-one FC1=NC=CC=C1C=1C=NC=2CCN(CC2C1)C=1C(=CC=2N(N1)C(C=CN2)=O)C